5-(2,4-dimethoxyphenyl)cyclohexane-1,3-dione COC1=C(C=CC(=C1)OC)C1CC(CC(C1)=O)=O